2-(3-chloro-4-cyano-phenyl)piperidine-1-carboxylic acid 2-oxoethyl ester O=CCOC(=O)N1C(CCCC1)C1=CC(=C(C=C1)C#N)Cl